2-[2,4-bis(trifluoromethyl)phenyl]-N-(4-fluorophenyl)-N-({5-[5-(tetrahydro-3-furyl)pyrimidin-2-yl]-1,3,4-oxadiazol-2-yl}methyl)acetamide FC(C1=C(C=CC(=C1)C(F)(F)F)CC(=O)N(CC=1OC(=NN1)C1=NC=C(C=N1)C1COCC1)C1=CC=C(C=C1)F)(F)F